((2R,3S,5R)-5-(6-(4-(acetylthio)butanamido)-2-chloro-9H-purin-9-yl)-2-ethynyl-3-hydroxytetrahydrofuran-2-yl)methyl 3-(2-acetoxy-4,6-dimethylphenyl)-3-methylbutanoate C(C)(=O)OC1=C(C(=CC(=C1)C)C)C(CC(=O)OC[C@]1(O[C@H](C[C@@H]1O)N1C2=NC(=NC(=C2N=C1)NC(CCCSC(C)=O)=O)Cl)C#C)(C)C